N-((S)-(4,4-Difluorocyclohexyl)(5-((S)-1-(4,4,4-trifluorobutanamido)ethyl)-1H-benzo[d]imidazol-2-yl)methyl)-1-(3,3,3-trifluoropropyl)-1H-pyrazole-5-carboxamide FC1(CCC(CC1)[C@H](NC(=O)C1=CC=NN1CCC(F)(F)F)C1=NC2=C(N1)C=CC(=C2)[C@H](C)NC(CCC(F)(F)F)=O)F